CC1=CC=C(C(=O)OC2=C(C=C(C=C2)Br)/C=N/C2=CC(=CC(=C2)Cl)Cl)C=C1 (E)-4-bromo-2-((3,5-dichlorophenylimino)methyl)phenyl 4-methylbenzoate